4-(5,6-dimethoxy-benzimidazol-1-yl)-phenylamine COC1=CC2=C(N(C=N2)C2=CC=C(C=C2)N)C=C1OC